6-((2S,5R)-2,5-dimethylpiperazin-1-yl)-N-((R)-1-(2-methyl-3-(trifluoromethyl)phenyl)ethyl)quinolin-4-amine C[C@@H]1N(C[C@H](NC1)C)C=1C=C2C(=CC=NC2=CC1)N[C@H](C)C1=C(C(=CC=C1)C(F)(F)F)C